5-(benzylthio)-2-(trifluoromethoxy)pyridine C(C1=CC=CC=C1)SC=1C=CC(=NC1)OC(F)(F)F